C12C3(C(CC(C1(C)C)C2)O3)C α-Pinen oxid